(5-cyclopropyl-1,3-oxazol-4-yl)(3-{[2-(4-cyclopropylphenyl)imidazo[1,2-a]pyrimidin-3-yl]methyl}-3,8-diazabicyclo[3.2.1]oct-8-yl)methanone C1(CC1)C1=C(N=CO1)C(=O)N1C2CN(CC1CC2)CC2=C(N=C1N2C=CC=N1)C1=CC=C(C=C1)C1CC1